N-((3R,5R)-5-fluoro-1-methylpiperidin-3-yl)-4-(4-fluoro-2-methoxyphenyl)pyrido[3,4-d]pyridazin-1-amine F[C@@H]1C[C@H](CN(C1)C)NC1=C2C(=C(N=N1)C1=C(C=C(C=C1)F)OC)C=NC=C2